[(2S)-2-[2-[2-[4-[5-[tert-butyl(dimethyl)silyl]oxy-1-tetrahydropyran-2-yl-indazol-3-yl]pyrazol-1-yl]ethoxy]ethoxy]propyl]methanesulfonate [Si](C)(C)(C(C)(C)C)OC=1C=C2C(=NN(C2=CC1)C1OCCCC1)C=1C=NN(C1)CCOCCO[C@H](CCS(=O)(=O)[O-])C